6-Chloro-3-[(1R)-1-[3,6-dimethyl-2-(1-methylimidazol-4-yl)-4-oxo-chromen-8-yl]ethoxy]pyridine-2-sulfonamide ClC1=CC=C(C(=N1)S(=O)(=O)N)O[C@H](C)C=1C=C(C=C2C(C(=C(OC12)C=1N=CN(C1)C)C)=O)C